N-(2-{[2-(Dimethylamino)ethyl](methyl)amino}-5-{4-[(4-methoxy-cyclohexyl)amino]-6-phenylfuro[2,3-d]pyrimidin-5-yl}phenyl)prop-2-enamide CN(CCN(C1=C(C=C(C=C1)C1=C(OC=2N=CN=C(C21)NC2CCC(CC2)OC)C2=CC=CC=C2)NC(C=C)=O)C)C